7-benzyl 1-methyl (R)-2-((tert-butoxycarbonyl) amino)-5-oxoheptanedioate C(C)(C)(C)OC(=O)N[C@@H](C(=O)OC)CCC(CC(=O)OCC1=CC=CC=C1)=O